C[O-].C[O-].C[O-].CC1C2=CC=CC=C2C=2CCCC(C12)[Ti+3] 9-methyl-1,2,3,4-tetrahydrofluorenyl-titanium trimethoxide